methyl (4-chloro-2-(((3S)-6-fluoro-1-(methylamino)-1,2-dioxoheptan-3-yl)carbamoyl)phenyl)carbamate ClC1=CC(=C(C=C1)NC(OC)=O)C(N[C@H](C(C(=O)NC)=O)CCC(C)F)=O